5-cyano-2-methyl-6-(2H-1,2,2-triazol-2-yl)-1-(4-fluoro-2-methylphenyl)-5-(trifluoromethyl)-1H-pyrazole-4-carboxamide C(#N)C1(C(=CN(N1C1=C(C=C(C=C1N1N=CC=C1)F)C)C)C(=O)N)C(F)(F)F